Cl.O1CCC(CC1)NC(=O)C1=NC=NC=C1 N-(tetrahydro-2H-pyran-4-yl)pyrimidin-4-carboxamide hydrochloride